1-(2,5-Dimethyl-1-(4-(trifluoromethyl)phenyl)-1H-pyrrol-3-yl)-2-(piperidin-1-yl)ethanone CC=1N(C(=CC1C(CN1CCCCC1)=O)C)C1=CC=C(C=C1)C(F)(F)F